1-(4-Bromo-2,5-dimethoxyphenyl)but-3-yn-2-amine hydrochloride Cl.BrC1=CC(=C(C=C1OC)CC(C#C)N)OC